ClC1=NC=C(C(=N1)OC(C)C1=CC=C(C=C1)C=1N(C=C(N1)C(F)(F)F)C1CC1)OC 2-Chloro-4-(1-(4-(1-cyclopropyl-4-(trifluoromethyl)-1H-imidazol-2-yl)phenyl)ethoxy)-5-methoxypyrimidine